5-(2-((3,3-difluoro-1-(1,3,4-thiadiazol-2-yl)cyclobutyl)amino)-2-oxoacetylPhenyl)-N-(3,4-difluorophenyl)-6-methyl-2,3-dihydro-1H-pyrrolizine-7-carboxamide FC1(CC(C1)(C=1SC=NN1)NC(C(=O)C1=C(C=CC=C1)C=1N2CCCC2=C(C1C)C(=O)NC1=CC(=C(C=C1)F)F)=O)F